tert-butyl (3R)-3-(2,5,7-trimethylimidazo[1,2-a]pyrimidin-6-yl)oxypyrrolidine-1-carboxylate CC=1N=C2N(C(=C(C(=N2)C)O[C@H]2CN(CC2)C(=O)OC(C)(C)C)C)C1